1-(4-amino-2-(ethoxymethyl)-7-(3-(piperazin-1-yl)benzyl)-1H-imidazo[4,5-c]quinolin-1-yl)-2-methylpropan-2-ol NC1=NC=2C=C(C=CC2C2=C1N=C(N2CC(C)(O)C)COCC)CC2=CC(=CC=C2)N2CCNCC2